COC1=C(C=CC=C1)S(=O)(=O)NC1=CC=CC2=CC=CC=C12 methoxy-N-(1-naphthyl)benzenesulfonamide